O1C(CCCC1)C=1C(=C2N(N1)CCC2)B(O)O (2-(tetrahydro-2H-pyran-2-yl)-5,6-dihydro-4H-pyrrolo[1,2-b]pyrazol-3-yl)boronic acid